ClC=1C(=C2C=NNC2=C(C1F)OC)C1=CC2=C(N=C(S2)NC(=O)C2C(C2)F)C=C1 N-(6-(5-chloro-6-fluoro-7-methoxy-1H-indazol-4-yl)benzo[d]thiazol-2-yl)-2-fluorocyclopropane-1-carboxamide